methyl 6-isopropyl-10-methoxy-2-oxo-9-(((trifluoromethyl) sulfonyl) oxy)-6,7-dihydro-2H-pyrido[2,1-a]phthalazine-3-carboxylate C(C)(C)N1N2C(C3=CC(=C(C=C3C1)OS(=O)(=O)C(F)(F)F)OC)=CC(C(=C2)C(=O)OC)=O